6-(1-benzyl-4-(6-methylpyridin-2-yl)-1H-1,2,3-triazol-5-yl)-N-(2-(4-isopropylpiperazin-1-yl)ethyl)-1,5-naphthyridin-3-amine C(C1=CC=CC=C1)N1N=NC(=C1C=1N=C2C=C(C=NC2=CC1)NCCN1CCN(CC1)C(C)C)C1=NC(=CC=C1)C